NC1=C(C=C(C=N1)NC(C(=O)N1[C@@H](CC[C@H](C1)C)C1=CC=2NN=CC2S1)=O)C N-(6-amino-5-methyl-3-pyridyl)-2-[(2S,5R)-5-methyl-2-(1H-thieno[3,2-c]pyrazol-5-yl)-1-piperidyl]-2-oxo-acetamide